ClC1=C(OCC(CCC(=O)NC=2C=C3C(N(C(C3=CC2)=O)C2C(NC(CC2)=O)=O)=O)(F)F)C(=CC(=C1)C(C)(C1=CC=C(C=C1)OCC1=NC(=NC=C1)S(=O)(=O)C)C)C#N 5-[2-chloro-6-cyano-4-[1-methyl-1-[4-[(2-methylsulfonylpyrimidin-4-yl)methoxy]phenyl]ethyl]phenoxy]-N-[2-(2,6-dioxo-3-piperidyl)-1,3-dioxo-isoindolin-5-yl]-4,4-difluoro-pentanamide